FC(C=1C(=C(C=CC1)[C@@H](C)NC1=CN=NC2=CC=C(C=C12)C1=CCN(CC1)C(=O)C1COC1)F)F (R)-(4-(4-(1-(3-(difluoromethyl)-2-fluorophenyl)ethylamino)cinnolin-6-yl)-5,6-diHydropyridin-1(2H)-yl)(oxetan-3-yl)methanone